3-ethyl-5-fluoro-7-((4-(6-(3-hydroxyoxetan-3-yl)-2-methylpyridin-3-yl)piperazin-1-yl)methyl)quinoxalin C(C)C=1C=NC2=CC(=CC(=C2N1)F)CN1CCN(CC1)C=1C(=NC(=CC1)C1(COC1)O)C